C(C)(C)(C)N1C(=NC2=C1C=C(C=C2)C#N)NC(C[C@](C(F)(F)F)(C)O)=O (S)-N-(1-(tert-butyl)-6-cyano-1H-benzo[d]imidazol-2-yl)-4,4,4-trifluoro-3-hydroxy-3-methylbutanamide